NC1C(C1)C(=O)O aminocyclopropane-2-carboxylic acid